6-((1H-pyrazol-1-yl)methyl)-5-chloro-4-methoxybenzo[d]isoxazol-3-amine N1(N=CC=C1)CC1=CC2=C(C(=NO2)N)C(=C1Cl)OC